t-butyl 1-carbamoyl-6-azaspiro[2.5]octane-6-carboxylate C(N)(=O)C1CC12CCN(CC2)C(=O)OC(C)(C)C